C1(=CC=CC=C1)\C=C\C(\C=C\C1=CC=CC=C1)=O (1E,4E)-1,5-diphenylpent-1,4-dien-3-one